6-(3-((E)-4-([1,2,4]triazolo[1,5-a]pyridin-8-yl)-4,4-difluorobut-2-enoyl)-3,8-diazabicyclo[3.2.1]octan-8-yl)nicotinonitrile N=1C=NN2C1C(=CC=C2)C(/C=C/C(=O)N2CC1CCC(C2)N1C1=NC=C(C#N)C=C1)(F)F